N1(CC(C1)N1CCC2(CC(C2)N2N=C(C=3C2=NC=NC3N)C3=CC=C(C=C3)OC3=CC=CC=C3)CC1)C1CNC1 1-(7-([1,3'-Biazetidin]-3-yl)-7-azaspiro[3.5]non-2-yl)-3-(4-phenoxyphenyl)-1H-pyrazolo[3,4-d]pyrimidin-4-amine